Acryloyl-Glucosamine C(C=C)(=O)C1(O)[C@H](N)[C@@H](O)[C@H](O)[C@H](O1)CO